ClC1=NC(=NC(=C1CC)OC1=C(C(=CC=C1)N1CCN(CC1)C)F)NS(=O)(=O)C=1C=NN(C1)C N-[4-chloro-5-ethyl-6-[2-fluoro-3-(4-methylpiperazin-1-yl)phenoxy]pyrimidin-2-yl]-1-methyl-pyrazole-4-sulfonamide